ClC=1C=C(C=NC1OC1=CC=CC=C1)NC=1C2=C(N=CN1)C=CC(=N2)[C@@H]2CNCCC2 (S)-N-(5-chloro-6-phenoxypyridin-3-yl)-6-(piperidin-3-yl)pyrido[3,2-d]pyrimidin-4-amine